ClC=1C=C(C=CC1)C=1C=C(SC1)[C@H](CC(=O)[O-])NC(=O)NC=1C(N(C=CC1[O-])C)=O.[Na+].[Na+] sodium (S)-3-(4-(3-chlorophenyl)thiophen-2-yl)-3-(3-(1-methyl-4-oxido-2-oxo-1,2-dihydro pyridin-3-yl)ureido)propanoate